[Na+].C(CN(CC(=O)[O-])CC(=O)[O-])N(CC(=O)[O-])CC(=O)[O-].[Na+].[Na+].[Na+] EthyleneDiamineTetraacetic Acid sodium salt